FC(C1(CC1)C1=NC(=NO1)N[C@@H]1C[C@H](CC1)NC1=CC=C(C=N1)N1N=CC=CC1=O)(F)F 2-(6-(((1S,3S)-3-((5-(1-(trifluoromethyl)cyclopropyl)-1,2,4-oxadiazol-3-yl)amino)cyclopentyl)amino)pyridin-3-yl)pyridazin-3(2H)-one